C1(CCCCC1)CN(C(=O)OCC)C(C(=O)[O-])(CCCC1=CC=CC=C1)C ((cyclohexylmethyl)(ethoxycarbonyl)amino)-2-methyl-5-phenylpentanoate